C1(CCCCC1)P(C1=CC=C(C=C1)C)C1CCCCC1 dicyclohexyl-(4-methylphenyl)phosphine